COC1=CC(=CC2=C1OC(CO2)C=2C(=NC(=CC2)OC)C)CC2=CN=C1N2N=CC(=C1)N1CC(C1)OC 3-((8-methoxy-2-(6-methoxy-2-methylpyridin-3-yl)-2,3-dihydrobenzo[b][1,4]dioxin-6-yl)methyl)-7-(3-methoxyazetidin-1-yl)imidazo[1,2-b]pyridazine